8-(4-fluorophenyl)-N-methyl-N-Phenyl-[1,2,4]triazolo[4,3-a]quinazolin-5-amine FC1=CC=C(C=C1)C1=CC=C2C(=NC=3N(C2=C1)C=NN3)N(C3=CC=CC=C3)C